(2-(benzyloxy)-4,6-dihydroxyphenyl)(indolin-1-yl)methanone C(C1=CC=CC=C1)OC1=C(C(=CC(=C1)O)O)C(=O)N1CCC2=CC=CC=C12